1-(4-bromo-1,3-thiazol-2-yl)cyclopropane-1-carbonitrile BrC=1N=C(SC1)C1(CC1)C#N